(S)-2-amino-3-(3-bromophenyl)propionic acid hydrochloride Cl.N[C@H](C(=O)O)CC1=CC(=CC=C1)Br